N-(3,3-difluoro-1-methylcyclobutyl)-4-(2,2-difluoro-7-((5-methoxy-7-methyl-1H-indol-4-yl)methyl)-7-azaspiro[3.5]nonan-6-yl)benzamide FC1(CC(C1)(C)NC(C1=CC=C(C=C1)C1CC2(CC(C2)(F)F)CCN1CC1=C2C=CNC2=C(C=C1OC)C)=O)F